C1=CC=CC=2C3=CC=CC=C3C(C12)COC(=O)NCC(=O)NCC(=O)NC1=CC=C(C=C1)C[C@@H](C(=O)OC(C)(C)C)NC(=O)OC(C)(C)C tert-butyl (S)-3-(4-(2-(2-((((9H-fluoren-9-yl)methoxy) carbonyl)amino)acetamido)acetamido)phenyl)-2-((tert-butoxycarbonyl)amino)propanoate